OCCN(CCCCCCCC(=O)OCCCCCCCCC)CCCCCCCC(=O)OCCCCCCCCC dinonyl 8,8'-((2-hydroxyethyl)azanediyl)dioctanoate